C1CC(NC12CCCCC2)=O 4-azaspiro[4.5]decan-3-one